N,N-diallyldimethyl-ammonium bromide [Br-].C(C=C)[N+](CC=C)(C)C